COC(=O)C1N(CC(C1)OC)C(=O)OC(C)(C)C 4-methoxypyrrolidine-1,2-dicarboxylic acid (2R,4R)-1-tert-butyl ester 2-methyl ester